C1(CCC1)C1=CC=2OCC3N(C2N=C1)CCN(C3)C(CCOCCC)=O (2S)-1-(3-(3-cyclobutyl-6a,7,9,10-tetrahydropyrazino[1,2-d]pyrido[3,2-b][1,4]oxazin-8(6H)-yl)-3-oxopropoxy)propan